N2-isopropyl-N4-((6-(trifluoromethyl)pyridin-3-yl)methyl)quinazoline-2,4-diamine C(C)(C)NC1=NC2=CC=CC=C2C(=N1)NCC=1C=NC(=CC1)C(F)(F)F